OC=1C(=C(C(=O)C2=CC=C(C=C2)C)C=CC1C)O dihydroxy-4,4'-dimethyl-benzophenone